pyrrolidine-1,2-dicarboxylic acid O1-tert-butyl ester O2-methyl ester COC(=O)C1N(CCC1)C(=O)OC(C)(C)C